NC1CN(CCOC1)C=1C=CC=2C[C@@H]3N(CC2C1)[C@@H](CN(C3)C3=C1C=CC=NC1=C(C=C3)C#N)C 5-[(4R,11aS)-8-(6-amino-1,4-oxazepan-4-yl)-4-methyl-1,3,4,6,11,11a-hexahydropyrazino[1,2-b]isoquinolin-2-yl]quinoline-8-carbonitrile